CC(C)[C@H]1CC[C@]2([C@H]1CC[C@@]3([C@@H]2CC[C@H]4[C@]3(CC[C@@H]5[C@@]4(CCCC5(C)C)C)C)C)C hopane